ClC=1C=C2C(COC(C2=CC1)C)=O 6-chloro-1-methylisochroman-4-one